FC(CC(I)(F)F)(F)F 1,1,1,3,3-pentafluoro-3-iodo-propane